pentagalloyl-xylitol C(C1=CC(O)=C(O)C(O)=C1)(=O)[C@@]([C@@]([C@](C(O)(C(C1=CC(O)=C(O)C(O)=C1)=O)C(C1=CC(O)=C(O)C(O)=C1)=O)(O)C(C1=CC(O)=C(O)C(O)=C1)=O)(O)C(C1=CC(O)=C(O)C(O)=C1)=O)(O)CO